OCCCCOC(C(CC)O)=O (3R)-hydroxybutyric acid (3R)-hydroxybutyl ester